C(C)C1(COC1)COCCCCCOCC1(COC1)CC 1,3-bis[(3-ethyl-3-oxetanylmethoxy)methyl]propane